rel-5-[[2-[(2S,5R)-2-(6-Acetamido-3-pyridyl)-5-methyl-1-piperidyl]-2-oxo-acetyl]amino]-2-methoxy-pyridine-3-carboxamide C(C)(=O)NC1=CC=C(C=N1)[C@H]1N(C[C@@H](CC1)C)C(C(=O)NC=1C=C(C(=NC1)OC)C(=O)N)=O |o1:10,13|